tert-butyl 4-(aminomethyl)-4-fluoroazepane-1-carboxylate NCC1(CCN(CCC1)C(=O)OC(C)(C)C)F